CC1(CC[C@H]2N1N1C(C=3C=C(C(=CC23)OS(=O)(=O)C(F)(F)F)OC(F)(F)F)=CC(C(=C1)C(=O)OCC)=O)C (R)-ethyl 3,3-dimethyl-8-oxo-11-(trifluoromethoxy)-12-(((trifluoromethyl)sulfonyl)oxy)-2,3,8,13b-tetrahydro-1H-pyrido[2,1-a]pyrrolo[1,2-c]phthalazine-7-carboxylate